ClC1=CC=C2C=CN(C2=C1C(F)F)S(=O)(=O)C1=CC=CC=C1 6-chloro-7-(difluoromethyl)-1-(phenylsulfonyl)-1H-indole